stearyloxy-2-propanol C(CCCCCCCCCCCCCCCCC)OCC(C)O